methacryloyloxyethyl disulfide C(C(=C)C)(=O)OCCSSCCOC(C(=C)C)=O